methyl 4-bromo-6-(3,4-dichlorophenylthio)-1-(4-((2-hydroxyethyl) (methyl) carbamoyl)benzyl)-1H-indole-2-carboxylate BrC1=C2C=C(N(C2=CC(=C1)SC1=CC(=C(C=C1)Cl)Cl)CC1=CC=C(C=C1)C(N(C)CCO)=O)C(=O)OC